(E)-3-[4-(Oxan-2-yloxy)phenyl]-1-phenylprop-2-en-1-one O1C(CCCC1)OC1=CC=C(C=C1)/C=C/C(=O)C1=CC=CC=C1